FC1=C(C(=C(C=C1OC)OC)F)N1C(N(C2=C(C1)C=NC1=C2C(=NN1)C=1C=NN(C1)C)C)=O 3-(2,6-difluoro-3,5-dimethoxyphenyl)-1-methyl-9-(1-methyl-1H-pyrazol-4-yl)-1,3,4,7-tetrahydro-2H-pyrazolo[4',3':5,6]pyrido[4,3-d]pyrimidin-2-one